O.N=1N2C(C=NC1)=CC(CC2=O)=O.N=2N1C(C=NC2)=CC(CC1=O)=O pyrido[2,1-f][1,2,4]triazine-6,8-dione hemihydrate